C1(=CC=CC=C1)S(=O)(=O)N1C(=CC=2C1=NC=CC2[N+](=O)[O-])I 1-(benzenesulfonyl)-2-iodo-4-nitro-1H-pyrrolo[2,3-b]pyridine